5-fluoro-N-(3-fluoro-4-(4-(piperidin-1-yl)piperazin-1-yl)phenyl)-4-(1-isopropyl-1H-pyrazol-4-yl)pyrimidin-2-amine FC=1C(=NC(=NC1)NC1=CC(=C(C=C1)N1CCN(CC1)N1CCCCC1)F)C=1C=NN(C1)C(C)C